tert-butyl 4-[4-({(1R)-1-[3-(1,1-difluoro-2-hydroxy-2-methylpropyl)-2-fluorophenyl]ethyl}amino)-2-methylpyrido[2,3-d]pyrimidin-6-yl]-3,6-dihydropyridine-1(2H)-carboxylate FC(C(C)(C)O)(F)C=1C(=C(C=CC1)[C@@H](C)NC=1C2=C(N=C(N1)C)N=CC(=C2)C=2CCN(CC2)C(=O)OC(C)(C)C)F